C(CCC(=O)[O-])(=O)OC(\C=C/CCCCCC)CCCC(CCCO)O (Z)-4,7-dihydroxyheptylnon-2-en-1-yl succinate